(2-carboxyethyl)-phosphin C(=O)(O)CCP